BrC1=C(C(=CC2=CC=CC=C12)C(=O)O)C 4-bromo-3-methyl-2-naphthoic acid